8-chloro-2-(4-methoxyphenyl)-4-oxo-chromene-7-carbonitrile ClC=1C(=CC=C2C(C=C(OC12)C1=CC=C(C=C1)OC)=O)C#N